C[Re+6] methyl-rhenium (VII)